(Z)-1-((2'-chloro-5-methoxy-[1,1'-biphenyl]-2-yl)sulfonyl)-N-(3-cyanoallyl)-4-fluoropiperidine-4-carboxamide ClC1=C(C=CC=C1)C1=C(C=CC(=C1)OC)S(=O)(=O)N1CCC(CC1)(C(=O)NC\C=C/C#N)F